ClC=1C=C(C=NC1)NC=1C2=C(N=CN1)C=CC(=N2)O[C@@H]2CN(CC2)C(C=C)=O 1-[(3S)-3-[4-[(5-chloro-3-pyridyl)amino]pyrido[3,2-d]pyrimidin-6-yl]oxypyrrolidin-1-yl]prop-2-en-1-one